(R)-4-benzyl-3-((R)-2-methyl-heptanoyl)-2-oxazolidinone C(C1=CC=CC=C1)[C@H]1N(C(OC1)=O)C([C@@H](CCCCC)C)=O